C(#N)C1=CC=C(S1)S(=O)(=O)N(C(C(F)(F)F)C1=CC=C(C=C1)F)CC 5-cyano-N-ethyl-N-(2,2,2-trifluoro-1-(4-fluorophenyl)ethyl)thiophene-2-sulfonamide